FC(CS(=O)(=O)NC1=CC(=C(C2=CC=CC=C12)OC=1N=C(SC1C1=NC(=NC=C1)N[C@H]1CNCCC1)C)C)(F)F 2,2,2-trifluoro-N-[3-methyl-4-[2-methyl-5-[2-[[(3R)-3-piperidyl]amino]pyrimidin-4-yl]thiazol-4-yl]oxy-1-naphthyl]ethanesulfonamide